2-(methoxycarbonyl)cyclopropylcarboxylic acid COC(=O)C1C(C1)C(=O)O